C(C)OC(C(C)=NN(C)C(COC1=C(C=C(C=C1)Cl)Cl)=O)=O 2-[[2-(2,4-dichlorophenoxy)acetyl]-methyl-hydrazono]propionic acid ethyl ester